FC=1C=C(C=CC1F)NC(=O)C=1N(C=C2C1OCC1N(S2(=O)=O)CCCC1)C N-(3,4-Difluorophenyl)-2-methyl-6,7,8,9,9a,10-hexahydro-2H-pyrido[1,2-e]pyrrolo[3,4-b][1,4,5]oxathiazepin-1-carboxamid-4,4-dioxid